[N+](=O)([O-])C=1C=C(C=CC1)C=1NC(=NN1)S 5-(3-nitrophenyl)-4H-[1,2,4]-triazole-3-thiol